1,5-dimethyl-8-(1-methylethylidene)-1,5-cyclodecadiene CC1=CCCC(=CCC(CC1)=C(C)C)C